C(CCC)C(C(=O)OCCCCCCC(OCC(COC(CCC(OC(NCCN1CCCC1)=O)CCC)=O)COC(CCC(OCCCC\C=C/CC)OCCCC\C=C/CC)=O)=O)CCCCCC 12-(((4,4-bis(((Z)-oct-5-en-1-yl)oxy)butanoyl)oxy)methyl)-4,9,15-trioxo-6-propyl-1-(pyrrolidin-1-yl)-5,10,14-trioxa-3-azahenicosan-21-yl 2-butyloctanoate